N=1N=CN2N=C(C=CC21)N2CCN(CC2)C(=O)C2(CC2)C=2C=C(C#N)C=CC2 3-(1-(4-([1,2,4]triazolo[4,3-b]pyridazin-6-yl)piperazine-1-carbonyl)cyclopropyl)benzonitrile